2-(4,4-difluoropiperidin-1-yl)-3-fluoro-N'-(4-iodo-2-(6-azaspiro[2.5]octan-6-yl)benzoyl)-6-methylisonicotinohydrazide FC1(CCN(CC1)C=1C(=C(C(=O)NNC(C2=C(C=C(C=C2)I)N2CCC3(CC3)CC2)=O)C=C(N1)C)F)F